tert-butyl 6-(aminomethyl)-3,4-dihydro-2,7-naphthyridine-2(1H)-carboxylate NCC=1C=C2CCN(CC2=CN1)C(=O)OC(C)(C)C